FC1=C(C=CC=C1)[Se]C1=C(CCCC1)CCNC(C1=NC=CC=C1)=O N-(2-(2-((2-fluorophenyl)selanyl)cyclohex-1-en-1-yl)ethyl)picolinamide